NC1=NC2=CC(=C(C=C2C=C1C)C(=O)N(CC1=NC=C(C=C1)C(F)(F)F)C1CC1)F 2-amino-N-cyclopropyl-7-fluoro-3-methyl-N-((5-(trifluoromethyl)-2-pyridinyl)methyl)-6-quinolinecarboxamide